(2R)-4-[[4-[[4-[[2-(6-methyl-2-pyridyl)pyrimidin-4-yl]amino]pyrimidin-2-yl]amino]phenyl]methyl]piperazine-2-carboxylic acid CC1=CC=CC(=N1)C1=NC=CC(=N1)NC1=NC(=NC=C1)NC1=CC=C(C=C1)CN1C[C@@H](NCC1)C(=O)O